O1C(OCC1)CP(C1=CC=CC=C1)(C1=CC=CC=C1)(C1=CC=CC=C1)Br ((1,3-dioxolan-2-yl)methyl)triphenyl-phosphorus bromide